C([C@@H]1[C@H]([C@@H]([C@H]([C@H](O1)O)O)O)O[C@@H]2[C@@H]([C@H]([C@@H]([C@H](O2)COP(=O)(O)O)O)O)O)O The molecule is a maltose phosphate having the phosphate group placed at the 6'-position. It has a role as an Escherichia coli metabolite. It derives from a maltose. It is a conjugate acid of an alpha-maltose 6'-phosphate(2-).